ClC=1C(=C(C=CC1)C(C(=O)O)(F)F)OC(F)F 2-[3-chloro-2-(difluoromethoxy)phenyl]-2,2-difluoro-acetic acid